ethyl-ammonium chloride acrylate C(C=C)(=O)[O-].[Cl-].C(C)[NH3+].C(C)[NH3+]